C1=CC=CC=2C3=CC=CC=C3C(C12)COC(=O)N[C@H](C(=O)O)CC(F)F (2S)-2-{[(9H-fluoren-9-ylmethoxy)carbonyl]amino}-4,4-difluorobutyric acid